3-[2-amino-5-(2,6-dimethyl-4-pyridinyl)thiazol-4-yl]Benzonitrile NC=1SC(=C(N1)C=1C=C(C#N)C=CC1)C1=CC(=NC(=C1)C)C